6-(5-methoxy-2-(trifluoromethyl)phenyl)-2-(pyrimidin-2-yl)-7,8-dihydro-phthalazin-1(2H)-one COC=1C=CC(=C(C1)C1=CC=2C=NN(C(C2CC1)=O)C1=NC=CC=N1)C(F)(F)F